ClC1=CC=C2CCO[C@]3(C[C@@H](N[C@@H](C3)C=3N=NN(C3)C)C)C2=C1 (1S,2'S,6'S)-7-chloro-2'-methyl-6'-(1-methyltriazol-4-yl)spiro[isochroman-1,4'-piperidine]